2-Hydroxypropane-1,3-diylbis(2-(p-tolyl) acetate) OC(CC(C(=O)[O-])C1=CC=C(C=C1)C)CC(C(=O)[O-])C1=CC=C(C=C1)C